C1CC12NCCN(C2)C2=CC=CC(=N2)C2=NC1=CC(=NC=C1C=C2)CNC(=O)C2=CC=C1CCN(C1=C2)S(=O)(=O)CCO N-((2-(6-(4,7-diazaspiro[2.5]octan-7-yl)pyridin-2-yl)-1,6-naphthyridin-7-yl)methyl)-1-((2-hydroxyethyl)sulfonyl)indoline-6-carboxamide